C(C)(C)(C)OC(=O)N1CC(OCC1)C1=NC=C(C(=C1)N)F 2-(4-amino-5-fluoropyridin-2-yl)morpholine-4-carboxylic acid tert-butyl ester